3-morpholinosulfonylbenzoic acid O1CCN(CC1)S(=O)(=O)C=1C=C(C(=O)O)C=CC1